2-(2-((4-bromophenyl)amino)ethyl)indoline-1,2-dicarboxylic acid 1-tert-butyl ester C(C)(C)(C)OC(=O)N1C(CC2=CC=CC=C12)(C(=O)O)CCNC1=CC=C(C=C1)Br